O=C(CC1(OC2=CC=CC=C2CC1)C(=O)N)N1CCCC1 (2-oxo-2-pyrrolidin-1-yl-ethyl)chromane-2-carboxamide